(R)-5-(6-(4-fluorophenyl)-1H-indole-2-carboxamido)pentane-1,4-diamine FC1=CC=C(C=C1)C1=CC=C2C=C(NC2=C1)C(=O)NC[C@@H](CCCN)N